Diisopropyl (E)-azodicarboxylate N(=N\C(=O)OC(C)C)/C(=O)OC(C)C